FC(OC=1C=C(C(=O)NC(C)C2=NC=CN=C2C2=NC=CN=C2)C=C(C1)OC(F)F)F 3,5-bis(difluoromethoxy)-N-[1-(3-pyrazin-2-ylpyrazin-2-yl)ethyl]benzamide